amino-3'-bromo-3-chloro-5'-fluoro-[1,1'-biphenyl] NC1=C(C=CC=C1Cl)C1=CC(=CC(=C1)F)Br